6-((triphenylmethoxy)methyl)tetrahydro-2H-pyran-3,4,5-triol C1(=CC=CC=C1)C(OCC1C(C(C(CO1)O)O)O)(C1=CC=CC=C1)C1=CC=CC=C1